1-butyl-1-ethyl-3-methyl-pyrrolium chloride [Cl-].C(CCC)[N+]1(C=C(C=C1)C)CC